FC1=C(C=CC=C1CN1C(OC2=C(C1)C=CC(=C2)NC(=O)C=2C=NN(C2)CC2=CC=C(C=C2)OC)=O)NC(OC(C)(C)C)=O tert-butyl N-{2-fluoro-3-[(7-{1-[(4-methoxyphenyl)methyl]-1H-pyrazole-4-amido}-2-oxo-3,4-dihydro-2H-1,3-benzoxazin-3-yl)methyl]phenyl}carbamate